(4aR,7aR)-1-methyl-octahydro-1H-pyrrolo[3,4-b]pyridine-6-carboxylic acid tert-butyl ester C(C)(C)(C)OC(=O)N1C[C@@H]2N(CCC[C@@H]2C1)C